N-(4-Aminophenyl)-4-chlorobenzamide C1=CC(=CC=C1C(=O)NC2=CC=C(C=C2)N)Cl